C1(=C(C=CC=C1)C1=CN=C(S1)NC(=O)C1N2C=CC=C2C(CC1)=O)C N-[5-(o-tolyl)thiazol-2-yl]-8-oxo-6,7-dihydro-5H-indolizine-5-carboxamide